COC(CC(C1=CC2=C(N(N=N2)C)C=C1)C1=C2CCN(CC2=CC=C1)S(=O)(=O)C1=CC=C(C=C1)OC)=O (l)-3-(2-(4-Methoxyphenylsulfonyl)-1,2,3,4-tetrahydroisoquinolin-5-yl)-3-(1-methyl-1H-benzo[d][1,2,3]triazol-5-yl)propionic acid methyl ester